tert-butyl 7-[2-({4-[2-(dimethylamino)acetamido]-3-methylphenyl}amino)-5H,6H,7H,8H-pyrido[3,4-d]pyrimidin-7-yl]-8-methyl-1H,2H,3H-pyrido[2,3-b][1,4]oxazine-1-carboxylate CN(CC(=O)NC1=C(C=C(C=C1)NC=1N=CC2=C(N1)CN(CC2)C2=C(C1=C(OCCN1C(=O)OC(C)(C)C)N=C2)C)C)C